COC1=CC=CC(=C1)S(NC)(=O)=O 2-methoxy-4-(methylsulfamoyl)benzene